FC1=CC2=C(C=C1)C=1N=C(N=C(C1O2)N2[C@@H](CCC2)C(=O)O)C (7-fluoro-2-methylbenzofuro[3,2-d]pyrimidin-4-yl)-L-proline